CC1(CC=C(CC1)CCCC(C)C)C=O 1-methyl-4-(4-methylpentyl)cyclohex-3-en-1-carbaldehyde